5-bromo-4-(6-chloro-2,2-dimethyl-2H-chromen-8-yl)thiophen-2-amine BrC1=C(C=C(S1)N)C=1C=C(C=C2C=CC(OC12)(C)C)Cl